C(C)OC(=O)C=1C=C(NC1C1=CC=CC=C1)C1=CC=C(C=C1)SC (4-(methylsulfanyl)phenyl)-5-phenylAzole-4-carboxylic acid ethyl ester